FC(C(=O)N[C@@H]1C[C@H](C1)OC=1C=2N(C=C(C1)C1=CC=C(C=C1)O)C=NC2)=C trans-2-fluoro-N-(3-((6-(4-hydroxyphenyl)imidazo[1,5-a]pyridin-8-yl)oxy)cyclobutyl)acrylamide